5-methyl-1-oxido-pyridin-1-ium-2-carboxylate CC=1C=CC(=[N+](C1)[O-])C(=O)[O-]